[Na+].[Na+].OC(C(=O)O)S(=O)[O-].OC(C(=O)O)S(=O)[O-] hydroxy-2-sulfinatoacetic acid disodium salt